Isopropyl ((Perfluorophenoxy)(phenoxy)phosphoryl)-L-alaninate FC1=C(OP(=O)(OC2=CC=CC=C2)N[C@@H](C)C(=O)OC(C)C)C(=C(C(=C1F)F)F)F